ethyl-5-(7-methylquinolin-8-yl)pyridin-2-amine C(C)C=1C(=NC=C(C1)C=1C(=CC=C2C=CC=NC12)C)N